N-(3-cyanopyrrolo[1,2-b]pyridazin-7-yl)-5-isopropoxy-2-(piperazin-1-yl)benzo[d]thiazole-6-carboxamide C(#N)C1=CC=2N(N=C1)C(=CC2)NC(=O)C2=CC1=C(N=C(S1)N1CCNCC1)C=C2OC(C)C